C[C@H](CCC(=O)NCCS(=O)(=O)O)[C@H]1CC[C@@H]2[C@@]1(CC[C@H]3[C@H]2[C@H](C[C@H]4[C@@]3(CC[C@H](C4)O)C)O)C The molecule is a bile acid taurine conjugate derived from ursoodeoxycholic acid. It has a role as a human metabolite, an anti-inflammatory agent, a neuroprotective agent, an apoptosis inhibitor, a cardioprotective agent and a bone density conservation agent. It derives from an ursodeoxycholic acid. It is a conjugate acid of a tauroursodeoxycholate.